OC(CNC(=O)C1C(C=C(C(=C1I)NC(CO)=O)I)(C(=O)NCC(CO)O)I)CO N,N'-bis(2,3-dihydroxypropyl)-5-hydroxyacetylamino-2,4,6-triiodobenzenedicarboxamide